CS(=O)(=O)C1=NC=CC=C1NC(=O)C=1C=NC(=CC1)C1(CC1)C(F)(F)F N-(2-methanesulfonylpyridin-3-yl)-6-[1-(trifluoromethyl)cyclopropyl]pyridine-3-carboxamide